COC1=C(C=CC=C1C)C1=CC=C(C(=N1)N1C(C[C@@H](C1)C)(C)C)C(=O)NS(=O)(=O)C=1C(NC=CC1)=O 6-(2-Methoxy-3-methylphenyl)-N-[(2-oxo-1H-pyridin-3-yl)sulfonyl]-2-[(4S)-2,2,4-trimethylpyrrolidin-1-yl]pyridin-3-carboxamid